7-(diethylamino)-3-methyl-2H-benzo[b][1,4]oxazine C(C)N(C=1C=CC2=C(OCC(=N2)C)C1)CC